methyl 2-(dimethoxymethyl)-3-phenylacrylate COC(C(C(=O)OC)=CC1=CC=CC=C1)OC